CC1=C(C(=O)O)C=CC(=C1)C=1N=C(SC1)NC1=NC=CC=C1 2-methyl-4-(2-(pyridin-2-ylamino)thiazol-4-yl)benzoic acid